Zinc Lactate, Dihydrate O.O.C(C(O)C)(=O)[O-].[Zn+2].C(C(O)C)(=O)[O-]